1-(2,4-dichlorophenyl)-3-methyl-4-difluoromethyl-1H-1,2,4-triazole ClC1=C(C=CC(=C1)Cl)N1N=C(N(C1)C(F)F)C